Ethyl (5R)-2-[1-(2-hydroxyethyl) pyrazol-4-yl]-5-methyl-6,7-dihydro-5H-pyrazolo[5,1-b][1,3]oxazine-3-carboxylate OCCN1N=CC(=C1)C1=NN2C(O[C@@H](CC2)C)=C1C(=O)OCC